3-bromo-2-(cyanomethyl)-5-fluorobenzoic acid methyl ester COC(C1=C(C(=CC(=C1)F)Br)CC#N)=O